CC(C)OC1=CC=C(C=C1)C=1C=NC=2N(C1)N=CC2C2=CC=NC1=CC=CC=C21 4-[6-(4-propan-2-yloxyphenyl)pyrazolo[1,5-a]pyrimidin-3-yl]quinoline